Di-methylcyclohexadiene CC1=C(CCC=C1)C